4-(Dipropylamino)benzaldehyde C(CC)N(C1=CC=C(C=O)C=C1)CCC